(2S,4R)-1-(2-((2-fluorophenyl)amino)-2-oxoacetyl)-N-((S)-3-oxo-1-((S)-2-oxopyrrolidin-3-yl)-4-(trifluoromethoxy)butan-2-yl)-4-(trifluoromethyl)pyrrolidine-2-carboxamide FC1=C(C=CC=C1)NC(C(=O)N1[C@@H](C[C@H](C1)C(F)(F)F)C(=O)N[C@@H](C[C@H]1C(NCC1)=O)C(COC(F)(F)F)=O)=O